OC(CCCCCCC(=O)O)CCCCCC 8-Hydroxytetradecanoic acid